2-(3-(3-(5-((4-((1H-pyrazol-4-yl)methyl)-6-fluoro-1-(phenylsulfonyl)-1H-indol-5-yl)oxy)-2-fluorophenyl)-1H-pyrazol-1-yl)-3-(3-bromophenyl)propoxy)-2-methylpropan-1-ol N1N=CC(=C1)CC1=C2C=CN(C2=CC(=C1OC=1C=CC(=C(C1)C1=NN(C=C1)C(CCOC(CO)(C)C)C1=CC(=CC=C1)Br)F)F)S(=O)(=O)C1=CC=CC=C1